C(CCC=CCCC=CCC)=O 4,8-undecadienal